trans-p-coumaryl diacetate CC(=O)OC/C=C/C1=CC=C(C=C1)OC(=O)C